(S)-1-cyclopropyl-2-propyn-1-ol C1(CC1)[C@@H](C#C)O